C(C)(C)(C)OC(=O)N1C(CCCC1)C1=NN(C=C1)C1=CC=C(C=C1)CN (1-(4-(aminomethyl)phenyl)-1H-pyrazol-3-yl)piperidine-1-carboxylic acid tert-butyl ester